OCCOC=1C=C(CNCCC(=O)NCCCNC2=NC3=C(C4=CN=CC=C24)C=CC(=C3)C(=O)N)C=CC1 5-((3-(3-((3-(2-Hydroxyethoxy)benzyl)amino)propanamido)propyl)amino)benzo[c][2,6]naphthyridine-8-carboxamide